O1C(=CC=C1)C=1C=CC(=C(C1)NC1=NC=NC2=CC(=C(C=C12)OC1CC2(C1)CN(CC2)C(C=C)=O)OC)OC 1-(2-((4-((5-(furan-2-yl)-2-methoxyphenyl)amino)-7-methoxyquinazolin-6-yl)oxy)-6-azaspiro[3.4]octan-6-yl)prop-2-en-1-one